methyl N-isobutyl-N-(3-nitrobenzyl)-P-phenylphosphonamidate C(C(C)C)N(P(OC)(=O)C1=CC=CC=C1)CC1=CC(=CC=C1)[N+](=O)[O-]